C(C)(C)(C)[SiH]([SiH3])O[C@H]1[C@@H](CCCC1)I tert-butyl-(((1R,2R)-2-iodocyclohexyl)oxy)disilane